5-hydroxymethyl-2'-deoxycytidine triphosphate P(O)(=O)(OP(=O)(O)OP(=O)(O)O)OC[C@@H]1[C@H](C[C@@H](O1)N1C(=O)N=C(N)C(=C1)CO)O